3-chloro-5-(trifluoromethyl)pyridine-2-carboxylic acid ClC=1C(=NC=C(C1)C(F)(F)F)C(=O)O